COC(C1=C(C(=CC=C1C)N1C(=CC=C1C)C)F)=O 3-(2,5-dimethyl-1H-pyrrol-1-yl)-2-fluoro-6-methylbenzoic acid methyl ester